C(C)(C)(C)OC(=O)C1=CC=NC2=C1N=CC=CN2 Pyrido[3,2-b][1,4]Diazepine-9(5H)-carboxylic acid tert-butyl ester